ClC=1C(=NC=C(C1)Cl)OC1CCC2(C(NC3=CC=C(C(=C23)F)C(=O)N)=O)CC1 Cis-4-((3,5-dichloropyridin-2-yl)oxy)-4'-fluoro-2'-oxospiro[cyclohexane-1,3'-indoline]-5'-carboxamide